(aminoethyl)-gamma-aminopropyltriethoxysilane NCCC(C)O[Si](OCC)(OCC)CCCN